4-{2-[(2S)-1-(2-butynoyl)-2-pyrrolidinyl]-5-carbamimidoyl-1H-imidazol-4-yl}-N-(2-pyridyl)-benzamide C(C#CC)(=O)N1[C@@H](CCC1)C=1NC(=C(N1)C1=CC=C(C(=O)NC2=NC=CC=C2)C=C1)C(N)=N